NC1=NC=CC(=C1)C=1C(=NN2C1CN(CC2)C(CC)=O)C2=CC=C(C=C2)F 1-(3-(2-aminopyridin-4-yl)-2-(4-fluorophenyl)-6,7-dihydropyrazolo[1,5-a]pyrazin-5(4H)-yl)propan-1-one